2-chloro-5-methyl-N1-phenylbenzene-1,3-diamine ClC1=C(C=C(C=C1N)C)NC1=CC=CC=C1